ClC1=CC=C2C(=N1)CN(C2)C(CC2CCC(CC2)(F)F)=O 1-(2-chloro-5,7-dihydro-6H-pyrrolo[3,4-b]pyridin-6-yl)-2-(4,4-difluorocyclohexyl)ethan-1-one